6-(imidazo[1,2-a]pyridine-3-carbonyl)-N-(4-((1-methylpiperidin-4-yl)oxy)-3-(trifluoromethyl)phenyl)-4,5,6,7-tetrahydrothieno[2,3-c]pyridine-3-carboxamide N=1C=C(N2C1C=CC=C2)C(=O)N2CC1=C(CC2)C(=CS1)C(=O)NC1=CC(=C(C=C1)OC1CCN(CC1)C)C(F)(F)F